2-((S)-1-(2-fluoroacryloyl)-4-((R)-1'-methyl-2-(((S)-1-methylpyrrolidin-2-yl)methoxy)-1',4',5,8-tetrahydro-2'H,6H-spiro[quinazoline-7,3'-quinolin]-4-yl)piperazin-2-yl)acetonitrile FC(C(=O)N1[C@H](CN(CC1)C1=NC(=NC=2C[C@@]3(CN(C4=CC=CC=C4C3)C)CCC12)OC[C@H]1N(CCC1)C)CC#N)=C